N(C1=CC=CC=C1)C1=CC=C(C=C1)NC(C(=C)C)=O N-(4-(anilino)phenyl)methacrylamide